(1-tert-butoxycarbonyl-4-ethoxycarbonyl-indol-2-yl)boronic acid C(C)(C)(C)OC(=O)N1C(=CC2=C(C=CC=C12)C(=O)OCC)B(O)O